methyl (S)-(1-((5-bromo-3-methoxy-pyridin-2-yl)methyl)-7-((1-((tert-butyldiphenylsilyl)oxy)hexan-3-yl)amino)-1H-pyrazolo[4,3-d]pyrimidin-5-yl)carbamate BrC=1C=C(C(=NC1)CN1N=CC=2N=C(N=C(C21)N[C@H](CCO[Si](C2=CC=CC=C2)(C2=CC=CC=C2)C(C)(C)C)CCC)NC(OC)=O)OC